N-(tert-butyldimethylsilyl)methanesulfonamide [Si](C)(C)(C(C)(C)C)NS(=O)(=O)C